C12(C=CC(C1C2)C)C(C)C thujaene